4-(3'-Hydroxypropoxy)-2,2,6,6-tetramethylpiperidine OCCCOC1CC(NC(C1)(C)C)(C)C